(E)-4-[(3,7-Dimethyl-2,6-octadienyl)oxy]-7H-furo[3,2-g][1]benzopyran-7-one C\C(=C/COC1=C2C(=CC3=C1C=CC(O3)=O)OC=C2)\CCC=C(C)C